CC1=C(N=C(O1)C1=CC=C(C=C1)N1CCOCC1)CN1CCC(CC1)C1=CC=C(C=C1)OC(F)(F)F 4-(4-(5-methyl-4-((4-(4-(trifluoromethoxy)phenyl)piperidin-1-yl)methyl)oxazol-2-yl)phenyl)morpholine